1,2-dimethyl-anthraquinone CC1=C(C=CC=2C(C3=CC=CC=C3C(C12)=O)=O)C